The molecule is a monocarboxylic acid anion resulting from the removal of a proton from the carboxy group of (S)-4-amino-5-oxopentanoic acid. It is a monocarboxylic acid anion and a gamma-amino acid anion. It derives from a valerate. It is a conjugate base of a (S)-4-amino-5-oxopentanoic acid. C(CC(=O)[O-])[C@@H](C=O)N